O=C1NCCCC1C(=O)[O-] 2-oxopiperidine-3-carboxylate